cyclohexyl 1-[({2-methoxy-5-[3-(methylcarbamoyl)-1H-indazol-6-yl]pyridin-3-yl}-formamido)methyl]cyclopropane-1-carboxylate COC1=NC=C(C=C1C(=O)NCC1(CC1)C(=O)OC1CCCCC1)C1=CC=C2C(=NNC2=C1)C(NC)=O